C(C1=CC=CC=C1)OC=1C=C(C#N)C=C(C1C(=O)N1CCC2=C(C=CC=C12)OCCN(C)C)O 3-(Benzyloxy)-4-(4-(2-(dimethylamino)ethoxy)indoline-1-carbonyl)-5-hydroxybenzonitrile